C(CCCCC)N1C(CC(C1)C(=O)OC)=O 1-hexyl-4-meth-oxycarbonyl-2-pyrrolidone